2-(1-(4-amino-3-(3-ethyl-1H-indazol-6-yl)-1H-pyrazolo[3,4-d]pyrimidin-1-yl)ethyl)-3-(3-fluorophenyl)-4H-chromen-4-one 4-cyanophenylcarbamate C(#N)C1=CC=C(C=C1)NC(O)=O.NC1=C2C(=NC=N1)N(N=C2C2=CC=C1C(=NNC1=C2)CC)C(C)C=2OC1=CC=CC=C1C(C2C2=CC(=CC=C2)F)=O